N-(4-((2-amino-3-chloropyridin-4-yl)oxy)-3-fluorophenyl)-1-(2-fluorophenyl)-5-methyl-1H-1,2,3-triazole-4-carboxamide NC1=NC=CC(=C1Cl)OC1=C(C=C(C=C1)NC(=O)C=1N=NN(C1C)C1=C(C=CC=C1)F)F